FC=1C=C(C=C(C1)CCN[C@H](C1=CC=CC=C1)[C@H]1CNC2=C(N1)N=CC(=C2)F)[C@H](C(=O)O)C |o1:28| (R or S)-2-(3-fluoro-5-(2-(((R)-((R)-7-fluoro-1,2,3,4-tetrahydropyrido[2,3-b]pyrazin-3-yl)(phenyl)methyl)amino)ethyl)phenyl)propanoic acid